4-(3-bromo-4-fluorophenyl)-1,2,4-oxadiazol-5(4H)-one trifluoroacetate FC(C(=O)O)(F)F.BrC=1C=C(C=CC1F)N1C=NOC1=O